N-[4-(2-aminoethylamino)-4-oxo-butyl]-4-[[(3R,4R)-1-(2-cyanoacetyl)-4-methyl-3-piperidyl]-methyl-amino]pyrrolo[2,3-d]pyrimidine-7-carboxamide hydrochloride Cl.NCCNC(CCCNC(=O)N1C=CC2=C1N=CN=C2N(C)[C@H]2CN(CC[C@H]2C)C(CC#N)=O)=O